ClC1=C(C=CC=C1F)[C@@H]1COCCN1C=1C(=C(C(=O)N[C@H](C)\C=C\S(=O)(=O)C)C=CC1)F ((R)-3-(2-Chloro-3-fluorophenyl)morpholino)-2-fluoro-N-((R,E)-4-(methylsulfonyl)but-3-en-2-yl)benzamide